N1(CCC2=CC=CC=C12)CCC=1C=C2C(=CC(=NC2=CC1)N(CC(=O)O)C)C1=CC=CC=C1 2-({6-[2-(2,3-dihydro-1H-indol-1-yl)ethyl]-4-phenylquinolin-2-yl}(methyl)amino)acetic acid